COC1=C(C=CC(=C1)C=1N=NNN1)S(=O)(=O)NC 2-methoxy-N-methyl-4-(2H-tetrazol-5-yl)benzenesulfonamide